CC(=CCC=1C(=C(C2=C(C(C(=CO2)C2=CC=C(C=C2)O)=O)C1O)CC=C(C)C)O)C 6,8-bis(3-methyl-2-butenyl)-3-(4-hydroxyphenyl)-5,7-dihydroxy-4H-1-benzopyran-4-one